8,8-difluoro-2-[3-fluoro-5-methyl-2,4-bis(trifluoromethyl)phenoxy]-5-trifluoromethylbicyclo[4.2.0]octa-1,3,5-triene-7-ol FC1(C(C2=C(C=CC(=C12)OC1=C(C(=C(C(=C1)C)C(F)(F)F)F)C(F)(F)F)C(F)(F)F)O)F